C(#N)N1CCC(CC1)N1N=NC(=C1C)C=1C=C(C=2N(C1)N=CC2C#N)OC(C)C2=C(C=NS2)C 6-[1-(1-cyano-4-piperidyl)-5-methyl-triazol-4-yl]-4-[1-(4-methylisothiazol-5-yl)ethoxy]pyrazolo[1,5-a]pyridine-3-carbonitrile